(2R,5S)-5-(4-Chlorobenzyl)-N,N-dimethyl-4-(4-(5-methyloxazol-2-yl)cyclohexyl)morpholin-2-carboxamid ClC1=CC=C(C[C@H]2CO[C@H](CN2C2CCC(CC2)C=2OC(=CN2)C)C(=O)N(C)C)C=C1